NCC1=CN=NN1CC(=O)N1C(CC(C1)F)C(=O)NC(C1=CC=C(C=C1)C(C)C)C1=CC=CC=C1 1-{2-[5-(aminomethyl)-1H-1,2,3-triazol-1-yl]acetyl}-4-fluoro-N-{phenyl[4-(propan-2-yl)phenyl]methyl}pyrrolidine-2-carboxamide